Ethyl 2-[acetyl(benzyl)amino]-6-hydroxy-1-benzothiophene-3-carboxylate C(C)(=O)N(C=1SC2=C(C1C(=O)OCC)C=CC(=C2)O)CC2=CC=CC=C2